dihydroxypropyl-neopentyl glycol tert-butyl-(2-(chloromethyl)allyl)(methylsulfonyl)carbamate C(C)(C)(C)CS(=O)(=O)N(C(O)=O)CC(=C)CCl.OC(CCC(O)C(C)(CO)C)O